OC=1C=C(CN(C(C(CC)(C)C)=O)C)C=CC1 N-(3-hydroxybenzyl)-N,2,2-trimethylbutanamide